N6-(((4-azidobenzyl)oxy)carbonyl)-L-lysine N(=[N+]=[N-])C1=CC=C(COC(=O)NCCCC[C@H](N)C(=O)O)C=C1